1-[(2S)-2-Amino-3,3,3-trifluoropropyl]-N-(3-cyano-4-methyl-1H-indol-7-yl)pyrazol-4-sulfonamid N[C@@H](CN1N=CC(=C1)S(=O)(=O)NC=1C=CC(=C2C(=CNC12)C#N)C)C(F)(F)F